2-((5-((S)-2-((S)-2-aminopropanamido)propanamido)-2-(hydroxymethyl)benzyl)(methyl)amino)ethyl (2-(trimethylammonio)ethyl) phosphate P(=O)(OCCN(C)CC1=C(C=CC(=C1)NC([C@H](C)NC([C@H](C)N)=O)=O)CO)(OCC[N+](C)(C)C)[O-]